(2S,7aS)-7a-(((7-(8-Ethynyl-7-fluoro-3-hydroxynaphthalen-1-yl)-8-fluoro-4-(2,3,6,7-tetrahydro-1H-azepin-1-yl)pyrido[4,3-d]pyrimidin-2-yl)oxy)methyl)hexahydro-1H-pyrrolizin-2-ol C(#C)C=1C(=CC=C2C=C(C=C(C12)C1=C(C=2N=C(N=C(C2C=N1)N1CCC=CCC1)OC[C@]12CCCN2C[C@H](C1)O)F)O)F